BrC1=C(C2=C(N=C(N=C2)NC)NC1=O)C 6-bromo-5-methyl-2-(methylamino)pyrido[2,3-d]pyrimidin-7(8H)-one